C1=2N3C=NN=C3CN=CC2C=CN=C1 2,4,5,8,13-pentazatricyclo[8.4.0.02,6]tetradeca-1(10),3,5,8,11,13-hexaene